bis(3-propenyl-4-cyanophenyl)propane C(=CC)C=1C=C(C=CC1C#N)C(C)(C)C1=CC(=C(C=C1)C#N)C=CC